5-bromo-3-methyl-2-oxopyrazine BrC=1N=C(C(NC1)=O)C